benzyl (1-(7-(8-ethyl-7-fluoro-3-(methoxymethoxy)naphthalen-1-yl)-4-methoxy-5,6,7,8-tetrahydropyrido[3,4-d]pyrimidin-2-yl)azetidin-3-yl)carbamate C(C)C=1C(=CC=C2C=C(C=C(C12)N1CC=2N=C(N=C(C2CC1)OC)N1CC(C1)NC(OCC1=CC=CC=C1)=O)OCOC)F